N-methyl-N-(2-cyanophenyl)-methacrylamide CN(C(C(=C)C)=O)C1=C(C=CC=C1)C#N